1,2-divinyl-SN-glycero-3-phosphoethanolamine C(=C)OC[C@@H](OC=C)COP(=O)(O)OCCN